C1C(CC12CCNCC2)COC=2C(C=C(OC2)CN2CC1=CC=CC=C1CC2)=O 5-((7-Azaspiro[3.5]nonan-2-yl)methoxy)-2-((3,4-dihydroisoquinolin-2(1H)-yl)methyl)-4H-pyran-4-one